N-(3-(5-(4-chlorophenyl)-1H-pyrazolo[3,4-b]pyridine-3-carbonyl)-2,4,6-trifluorophenyl)propane-1-sulfonamide ClC1=CC=C(C=C1)C=1C=C2C(=NC1)NN=C2C(=O)C=2C(=C(C(=CC2F)F)NS(=O)(=O)CCC)F